(E)-2-(2-(1-benzylpyrrolidin-3-ylidene)-2-fluoroethyl)isoindoline-1,3-dione C(C1=CC=CC=C1)N1C\C(\CC1)=C(/CN1C(C2=CC=CC=C2C1=O)=O)\F